C1(=CC=CC=C1)CC#CC1CCC(N1)=O 5-(3-Phenylprop-1-yn-1-yl)pyrrolidin-2-one